CN(CCNCCN(C)C)C bis[2-(dimethylamino)ethyl]amine